[Au].[Ge].[Pd].FC(OC1=C(C=C(C=C1)[N+](=O)[O-])C=1N=COC1)F 4-(2-(difluoromethoxy)-5-nitrophenyl)oxazole palladium-germanium-gold